1-(3-(hydroxymethyl)phenyl)-3-(3-methoxyphenyl)urea OCC=1C=C(C=CC1)NC(=O)NC1=CC(=CC=C1)OC